(9R)-2-Ethyl-6,6,9-trimethyl-7,8,9,10-tetrahydrobenzo[c]chromen-3-ol C(C)C=1C=C2C3=C(C(OC2=CC1O)(C)C)CC[C@H](C3)C